3-hydroxy-3-(trifluoromethyl)isobenzofuran-1(3H)-one OC1(OC(C2=CC=CC=C12)=O)C(F)(F)F